[Si](C1=CC=CC=C1)(C1=CC=CC=C1)(C(C)(C)C)OC[C@H]1N2CC(C[C@@H]2CC1)=C (5S,7aS)-5-(((tert-butyldiphenylsilyl)oxy)methyl)-2-methylenetetrahydro-1H-pyrrolizine